N-(3-cyanophenyl)-4-(6-((5-methyl-1H-pyrazol-3-yl)amino)pyridine-2-yl)piperazine-1-formamide C(#N)C=1C=C(C=CC1)NC(=O)N1CCN(CC1)C1=NC(=CC=C1)NC1=NNC(=C1)C